CC=1C(=C(C(=O)NC)C=CC1)N 3-methyl-2-amino-benzoyl-methylamine